ClC=1C=CC(=C(C1)C(C)=O)O 1-(5-chloro-2-hydroxy-phenyl)ethanone